Cl.ClC1=NC(=CC(=C1)CN[C@H](C)C(=O)O)Cl.FC=1C(=C(C=CC1F)C1CCN(CC1)C(=O)C=1C2=C(NN1)CN(C2)CC(C)(C)C)C(F)(F)F (4-(3,4-difluoro-2-(trifluoromethyl)phenyl)piperidin-1-yl)(5-neopentyl-1,4,5,6-tetrahydropyrrolo[3,4-c]pyrazol-3-yl)methanone (2,6-Dichloropyridin-4-yl)methyl-D-alaninate hydrochloride